((decyloxy)methyl)-4'-methyl-2,2'-bipyridine C(CCCCCCCCC)OCC=1C(=NC=CC1)C1=NC=CC(=C1)C